(4-(1-(2,6-dichlorophenyl)azetidin-3-yl)-2-fluorobenzyl)piperidine-4-carboxylic acid ClC1=C(C(=CC=C1)Cl)N1CC(C1)C1=CC(=C(CN2CCC(CC2)C(=O)O)C=C1)F